COC(C1=C(C=C(C=C1)C)C1=CC(N(C(=C1)C)CC1=CC=CC=C1)=O)=O 2-(1-benzyl-6-methyl-2-oxo-1,2-dihydropyridin-4-yl)-4-methylbenzoic acid methyl ester